CN(C)CC1=CC(=C(C=C1)SCCC(=O)OCC(CCCC)CC)O 2-ethylhexyl 3-[4-[(dimethylamino)methyl]-2-hydroxy-phenyl]sulfanylpropanoate